Methyl-(5S)-2-{[5-chloro-4-(trifluoromethyl)pyridin-2-yl]methyl}-3-oxo-2,3,5,6,7,8-hexahydro[1,2,4]triazolo[4,3-a]pyridine-5-carboxylate COC(=O)[C@@H]1CCCC=2N1C(N(N2)CC2=NC=C(C(=C2)C(F)(F)F)Cl)=O